FC(OC1=C(C(=C(C=C1)C1=CN=C2N1C=CN=C2NC2=CC(=C(C(=O)NCCCO)C=C2)CC)F)F)F 4-[[3-[4-(difluoromethoxy)-2,3-difluorophenyl]imidazo[1,2-a]pyrazin-8-yl]amino]-2-ethyl-N-(3-hydroxypropyl)benzamide